2,2-dimethyl-3-phenyl-propan-1-ol CC(CO)(CC1=CC=CC=C1)C